CC1(OB(OC1(C)C)C1=CC=C(C=C1)C=1SC2=C(N1)C=CC=C2)C 2-{4-(4,4,5,5-tetramethyl-[1,3,2]dioxaborolan-2-yl)-phenyl}-benzothiazole